6-Ethyl-7-isocyanato-1H-indazole C(C)C1=CC=C2C=NNC2=C1N=C=O